N-(4-{[6-(5-chloro-2-fluoro-phenyl)-3-(2-methanesulfonamidoethoxy)pyridazin-4-yl]-amino}pyridin-2-yl)-3-(4-methylpiperazin-1-yl)propan-amide ClC=1C=CC(=C(C1)C1=CC(=C(N=N1)OCCNS(=O)(=O)C)NC1=CC(=NC=C1)NC(CCN1CCN(CC1)C)=O)F